NC1=CC2=CN(N=C2C=C1)C1CCC(CC1)CN1CCC(CC1)C1=CC=2N(C=C1)C(=CN2)N2C(NC(CC2)=O)=O 1-[7-[1-[[4-(5-aminoindazol-2-yl)cyclohexyl]methyl]-4-piperidyl]imidazo[1,2-a]pyridin-3-yl]hexahydropyrimidine-2,4-dione